(racemic)-methyl 6-aminospiro[3.3]heptane-2-carboxylate hydrochloride salt Cl.NC1CC2(CC(C2)C(=O)OC)C1